oxo-1,6-dihydropyrimidine O=C1C=CN=CN1